FC1=C(C=CC(=C1)F)C1=NOC(=N1)C(=O)OC methyl 3-(2,4-difluorophenyl)-1,2,4-oxadiazole-5-carboxylate